1-{4-[2-(2-chloropyrimidin-4-yl)-1,3-oxazol-5-yl]bicyclo[2.2.2]octan-1-yl}methanamine ClC1=NC=CC(=N1)C=1OC(=CN1)C12CCC(CC1)(CC2)CN